4-amino-2-carboxymethyl-1,3,4,5-tetrahydro-2H-[2]-benzazepin-3-one NC1C(N(CC2=C(C1)C=CC=C2)CC(=O)O)=O